4-((2-(2-(2-aminoethoxy)ethoxy)ethyl)amino)-2-(2,6-dioxo-piperidin-3-yl)isoindoline-1,3-dione NCCOCCOCCNC1=C2C(N(C(C2=CC=C1)=O)C1C(NC(CC1)=O)=O)=O